O(S(=O)(=O)C(F)(F)F)C1=C(C(N(C2=CC=C(N=C12)C#N)C)=O)Br 3-bromo-6-cyano-1-methyl-2-oxo-1,2-dihydro-1,5-naphthyridin-4-yl triflate